CO\N=C(/C)\C1=NC(=NN1)C1=C(C2=NC(=C(C=C2N1C)Cl)OC)N1C=NC=C1 (E)-1-(3-(6-chloro-3-(1H-imidazol-1-yl)-5-methoxy-1-methyl-1H-pyrrolo[3,2-b]pyridin-2-yl)-1H-1,2,4-triazol-5-yl)ethan-1-one O-methyl oxime